C(O)(O)=O.C1=CC=CC=2C3=CC=CC=C3C=CC12.C1=CC=CC=2C3=CC=CC=C3C=CC12 diphenanthrene carbonate